(2R,4R)-4-{[(benzyloxy)carbonyl]amino}-2-(hydroxymethyl)pyrrolidine-1-carboxylic acid tert-butyl ester C(C)(C)(C)OC(=O)N1[C@H](C[C@H](C1)NC(=O)OCC1=CC=CC=C1)CO